CC1(C2=NC3=C(C2CCN1)C=C(C=C3)O)C(=O)O 6-hydroxy-1-methyltetrahydro-beta-carboline-1-carboxylic acid